6-methoxy-3-(2-(4-(trifluoromethoxy)phenoxy)thiazol-5-yl)-3,4-dihydroacridine-1,9(2H,10H)-dione COC=1C=C2NC=3CC(CC(C3C(C2=CC1)=O)=O)C1=CN=C(S1)OC1=CC=C(C=C1)OC(F)(F)F